(2S)-1-(8-(3-(1H-pyrazol-4-yl)phenylsulfonyl)-1-oxa-8-azaspiro[4.5]decan-3-ylamino)-3-(3-(methylsulfonyl)phenoxy)propan-2-ol N1N=CC(=C1)C=1C=C(C=CC1)S(=O)(=O)N1CCC2(CC(CO2)NC[C@@H](COC2=CC(=CC=C2)S(=O)(=O)C)O)CC1